triaminododecane NC(CCCCCCCCCCC)(N)N